(R)-N-(1-(3,3-difluoro-2,3-dihydrobenzofuran-7-yl)ethyl)-1-(1-(difluoromethyl)cyclopropyl)-4-((1-methylpiperidin-4-yl)amino)-6-oxo-1,6-dihydropyridine-3-carboxamide FC1(COC2=C1C=CC=C2[C@@H](C)NC(=O)C2=CN(C(C=C2NC2CCN(CC2)C)=O)C2(CC2)C(F)F)F